NC1CCN(CC1)C1=NC2=CC=C(C=C2C(=N1)C1=CC(=C(C#N)C=C1)F)C1=C(C=CC=C1)C(C)C 4-(2-(4-aminopiperidin-1-yl)-6-(2-isopropylphenyl)quinazolin-4-yl)-2-fluorobenzonitrile